C[C@@]12OC3=C([C@@H](NC(N1C=1C=C(C(=O)O)C=CC1)=O)C2)C=CC=C3 3-((2S,6S)-2-Methyl-4-oxo-5,6-dihydro-2H-2,6-methanobenzo[g][1,3,5]oxadiazocin-3(4H)-yl)benzoic acid